N6-(((2-azidobenzoyl)oxy)carbonyl)-L-lysine N(=[N+]=[N-])C1=C(C(=O)OC(=O)NCCCC[C@H](N)C(=O)O)C=CC=C1